2'-chloro-5'-methoxy-6-methyl-N-[5-(pyrrolidin-1-yl)-[1,3]thiazolo[5,4-d]pyrimidin-2-yl]-[4,4'-bipyridine]-3-carboxamide ClC1=NC=C(C(=C1)C1=C(C=NC(=C1)C)C(=O)NC=1SC=2N=C(N=CC2N1)N1CCCC1)OC